6-(2-hydroxyprop-2-yl)-2-((1r,4r)-4-((methyl-(piperidin-4-ylmethyl)amino)methyl)cyclohexyl)-2H-indazol OC(C)(C)C=1C=CC2=CN(N=C2C1)C1CCC(CC1)CN(CC1CCNCC1)C